O=C1C(=C(C=NN1)N[C@H](C=O)C)C(F)(F)F (S,E)-2-((6-Oxo-5-(trifluoromethyl)-1,6-dihydropyridazin-4-yl)amino)propionaldehyde